OC=1C=C(C(=O)O[C@@H]2O[C@@H]([C@H]([C@@H]([C@H]2OC(C2=CC(=C(C(=C2)O)O)O)=O)OC(C2=CC(=C(C(=C2)O)O)O)=O)OC(C2=CC(=C(C(=C2)O)O)O)=O)COC(C2=CC(=C(C(=C2)O)O)O)=O)C=C(C1O)O (2S,3R,4S,5R,6R)-3,4,5-tris(3,4,5-trihydroxybenzoyloxy)-6-((3,4,5-trihydroxybenzoyloxy)methyl)oxan-2-yl 3,4,5-trihydroxybenzoate